5-(difluoromethyl)pyridine 1-oxide FC(C=1C=CC=[N+](C1)[O-])F